BrC1=CC=C(C=C1)C1NC=2C=C(C=C(C2C(C1C1=NC=NN1C)=O)C(=O)OC)F methyl 2-(4-bromophenyl)-7-fluoro-3-(1-methyl-1H-1,2,4-triazol-5-yl)-4-oxo-1,2,3,4-tetrahydroquinoline-5-carboxylate